N-(5-(trifluoromethyl)pyridin-2-ylmethyl)ethylamine FC(C=1C=CC(=NC1)CNCC)(F)F